CCCCCCCCC#CCCCCCCCCCCCCCCC 9-Pentacosyne